ethyl 2-(2-((5-(4-aminophenyl)-1-isopropyl-1H-indazol-3-yl)methoxy)phenyl)acetate NC1=CC=C(C=C1)C=1C=C2C(=NN(C2=CC1)C(C)C)COC1=C(C=CC=C1)CC(=O)OCC